4-(benzyloxy)benzoyl chloride C(C1=CC=CC=C1)OC1=CC=C(C(=O)Cl)C=C1